COC1=CC=C(C=C1)N1CC2=CC=CCC2CC1 N-(4-methoxyphenyl)tetrahydroisoquinoline